ONC(=O)C1=CC2=C(CN([C@H](CO2)C2=CC=CC=C2)C(=O)C2COC2)C=C1 (S)-N-hydroxy-4-(oxetane-3-carbonyl)-3-phenyl-2,3,4,5-tetrahydrobenzo[f][1,4]oxazepine-8-carboxamide